7-(8-((4-Morpholinophenyl)amino)-[1,2,4]triazolo[1,5-a]pyrazin-6-yl)-2H-benzo[b][1,4]oxazin-3(4H)-one O1CCN(CC1)C1=CC=C(C=C1)NC=1C=2N(C=C(N1)C=1C=CC3=C(OCC(N3)=O)C1)N=CN2